BrCC1=CC=C(C=C1)OB(O)O 4-(bromomethyl)phenylboric acid